tert-butyl 4-(5-hydroxy-2-pyridyl)-2-oxo-piperazine-1-carboxylate OC=1C=CC(=NC1)N1CC(N(CC1)C(=O)OC(C)(C)C)=O